OC1(CC(C1)C(=O)OC)C methyl (1R,3S)-3-hydroxy-3-methylcyclobutane-1-carboxylate